6-(2-aminoethyl)-2,3-naphthalenediol NCCC=1C=C2C=C(C(=CC2=CC1)O)O